C(C)(C)(C)[C@]12[C@H]3[C@H](NC[C@@H]3[C@H](CC1)C21CC1)C(N[C@@H](C[C@H]1C(NCC1)=O)C(N)=O)=O tert-butyl-(1'R,2'S,3'S,6'R,7'S)-3'-{[(1S)-1-carbamoyl-2-[(3S)-2-oxopyrrolidin-3-yl]ethyl]carbamoyl}-4'-azaspiro[cyclopropane-1,10'-tricyclo[5.2.1.0^{2,6}]decan]